(5S)-2,8-dibromo-9-chloro-7-(2,6-difluorophenyl)-5-methyl-5H-pyrimido[1,2-a][1,4]benzodiazepin-3-one BrC=1C(N=C2N(C3=C(C(=N[C@H]2C)C2=C(C=CC=C2F)F)C(=C(C=C3)Cl)Br)C1)=O